5-Methoxy-N-methyl-6-piperazin-1-yl-pyridin-3-amine COC=1C=C(C=NC1N1CCNCC1)NC